CN(C)CC1=C(C=CC(=N1)NC=1C=CC(=C2CNC(C12)=O)C1=CN=C2N1C=CC(=C2)F)N2CCOC[C@H](C2)O (S)-7-((6-((dimethyl-amino)methyl)-5-(6-hydroxy-1,4-oxazepan-4-yl)pyridin-2-yl)amino)-4-(7-fluoro-imidazo[1,2-a]pyridin-3-yl)isoindolin-1-one